CN(C1CCN(CC1)C=1C=CC=NC1)C 5-(4-dimethylaminopiperidin-1-yl)pyridin